2-(6-(((trans)-3-hydroxy-3-methylcyclobutyl)amino)-5-(trifluoromethyl)pyridazin-3-yl)-3-methyl-5-(trifluoromethyl)phenol OC1(CC(C1)NC1=C(C=C(N=N1)C1=C(C=C(C=C1C)C(F)(F)F)O)C(F)(F)F)C